ClC1=NC=C(C(=N1)NCC1=CC=C(C=C1)OC)C(=O)N 2-chloro-4-[(4-methoxybenzyl)amino]pyrimidin-5-carboxamide